O1CCN(CC1)C1=CC=C(C=C1)NC1=NC=CC(=N1)OCC1CCC(CC1)NCC(F)(F)F N-(4-morpholinophenyl)-4-(((1R,4R)-4-((2,2,2-trifluoroethyl)amino)cyclohexyl)methoxy)pyrimidin-2-amine